7-nitro-4-(5-(trifluoromethyl)pyridin-2-yl)imidazo[1,2-a]quinoxaline [N+](=O)([O-])C=1C=C2N=C(C=3N(C2=CC1)C=CN3)C3=NC=C(C=C3)C(F)(F)F